4-[[2-(2-chlorophenyl)acetyl]amino]-N-(1-methyl-3-bicyclo[1.1.1]pentyl)pyridine-2-carboxamide ClC1=C(C=CC=C1)CC(=O)NC1=CC(=NC=C1)C(=O)NC12CC(C1)(C2)C